tetradecenoic acid ethyl ester C(C)OC(C=CCCCCCCCCCCC)=O